4-(3-Carboxymethyl-2,5-dihydroxyphenyl)-6-(3,4-dihydroxyphenyl)-1,3,5-triazin-2-one C(=O)(O)CC=1C(=C(C=C(C1)O)C1=NC(NC(=N1)C1=CC(=C(C=C1)O)O)=O)O